F[C@@H]1[C@@H](CC(N(C1)C)=O)NC(OC(C)(C)C)=O Tert-butyl ((4R,5S)-5-fluoro-1-methyl-2-oxopiperidin-4-yl)carbamate